(E)-2-nonadienal CC(\C=C\C=CCCC)=O